ClC1=C(C(=CC=C1)F)[C@H](C)NC(CN1N=CC2=C(C1=O)N(N=C2C2CC2)C)=O (S)-N-(1-(2-chloro-6-fluorophenyl)ethyl)-2-(3-cyclopropyl-1-methyl-7-oxo-1,7-dihydro-6H-pyrazolo[3,4-d]pyridazin-6-yl)acetamide